C(C(C)C)(=O)O[C@@H]1[C@H](O[C@@]([C@@H]1O)(C#N)C1=CC=C2C(=NC=NN21)NC(CCC)=O)CO (2R,3S,4R,5R)-5-(4-butyramidopyrrolo[2,1-f][1,2,4]triazin-7-yl)-5-cyano-4-hydroxy-2-(hydroxymethyl)tetrahydrofuran-3-yl isobutyrate